2-ketosuccinic acid O=C(C(=O)O)CC(=O)O